N-[3-chloro-4-[4-[2-(3-hydroxypyrrolidin-1-yl)acetyl]piperazine-1-carbonyl]phenyl]-1-methyl-imidazole-2-carboxamide ClC=1C=C(C=CC1C(=O)N1CCN(CC1)C(CN1CC(CC1)O)=O)NC(=O)C=1N(C=CN1)C